1-(2-((tert-Butoxycarbonyl)amino)ethyl)-1H-pyrazole-3,5-dicarboxylic acid diethyl ester C(C)OC(=O)C1=NN(C(=C1)C(=O)OCC)CCNC(=O)OC(C)(C)C